C(C=C)OC1=CC=C(C=C1)S(=O)(=O)C1=C(C=CC=C1)O [4-(2-propenyloxy)phenyl]sulfonyl-phenol